CC(C=CCCC=CCCCCC=O)(C)C Trimethyl-6,10-dodecadienal